OC1=CC=C2CCCC3(CCC=4C(=NC(=NC4C3)OCC34CCCN4CCC3)N3C[C@@H](NCC3)CC#N)C2=C1 2-((2S)-4-(7-Hydroxy-2'-((tetrahydro-1H-pyrrolizin-7a(5H)-yl)methoxy)-3,4,5',8'-tetrahydro-2H,6'H-spiro[naphthalene-1,7'-quinazolin]-4'-yl)piperazin-2-yl)acetonitrile